COC([C@H](CCN(CCCCC1=NC=2NCCCC2C=C1)CCOC)NC1=CC=NC2=CC=CC=C12)=O (S)-4-((2-methoxyethyl)(4-(5,6,7,8-tetrahydro-1,8-naphthyridin-2-yl)butyl)amino)-2-(quinolin-4-ylamino)butanoic acid methyl ester